tripropyleneglycol monoacrylate C(C=C)(=O)O.CC(COC(C)COC(C)CO)O